O1CCC2=C1C=CC(=C2)OC2=CC=C1C(=C(N=CC1=C2)C(=O)NCC(=O)O)O {[7-(2,3-Dihydro-benzofuran-5-yloxy)-4-hydroxy-isoquinoline-3-carbonyl]-amino}-acetic acid